C(C(=O)C)(=O)O.NCCS(=O)(=O)O Taurine pyruvate